C(CCCCCCCCCCCC)C(CCCCCCCOC\C=C\COCCCCCCCC(F)CCCCCCCCCCCCC)F trans-1,4-bis(tridecyl-fluorooctoxy)but-2-ene